COC(CCC(C(N)=O)N1C(C2=CC=CC(=C2C1)O[Si](C)(C)C(C)(C)C)=O)=O 4-[4-(tert-Butyl-dimethyl-silanyloxy)-1-oxo-1,3-dihydro-isoindol-2-yl]-4-carbamoyl-butyric acid methyl ester